(S)-3,7-dimethyloct-6-enoic acid ethyl ester C(C)OC(C[C@H](CCC=C(C)C)C)=O